F[C@H]1CN(CC[C@@H]1OS(=O)(=O)C)C(=O)OC(C)(C)C tert-butyl (3S,4S)-3-fluoro-4-((methylsulfonyl)oxy)piperidine-1-carboxylate